CN1C(=CC=2C=NC(=CC21)N[C@@H]2COCCC2)C2=NC(=NC=C2)NCC(F)(F)F (S)-1-methyl-N-(tetrahydro-2H-pyran-3-yl)-2-(2-(2,2,2-trifluoroethylamino)pyrimidin-4-yl)-1H-pyrrolo[3,2-c]pyridin-6-amine